4,5-diiodo-2-isopropyl-1H-imidazole IC=1N=C(NC1I)C(C)C